3-((tert-butoxycarbonyl)amino)-3-methylazetidin-1-ium chloride [Cl-].C(C)(C)(C)OC(=O)NC1(C[NH2+]C1)C